3,4-dihydroxytetrahydrofuran-2-carboxamide OC1C(OCC1O)C(=O)N